C(#N)C1=CC(=C(COC2=CC=CC(=N2)N2CCC3(CC(C3)C3=NC4=C(N3C[C@H]3OCC3)C=C(C=C4)C(=O)O)CC2)C=C1)F (S)-2-(7-(6-((4-cyano-2-fluorobenzyl)oxy)pyridin-2-yl)-7-azaspiro[3.5]non-2-yl)-1-(oxetan-2-ylmethyl)-1H-benzo[d]imidazole-6-carboxylic acid